(methacryloxypropyl)-silane C(C(=C)C)(=O)OCCC[SiH3]